ClC=1C(=NC(=CC1)OC)C(C)(C)NC1=NC=C(C=N1)C=1C=C(C(=O)N)C=CC1 3-(2-{[1-(3-chloro-6-methoxy(2-pyridyl))-isopropyl]amino}pyrimidin-5-yl)benzamide